C(=O)C1CC=2C=C(C=C(C2C1)C#N)OCC=1N=NN(C1)C(C1=CC=CC=C1)(C1=CC=CC=C1)C1=CC=CC=C1 2-formyl-6-((1-trityl-1H-1,2,3-triazol-4-yl)methoxy)-2,3-dihydro-1H-indene-4-carbonitrile